OC1=CC=C(C=C1)C(C)(C)C1=CC=C(C=C1)C(CC1=CC=C(C=C1)O)C1=CC=C(C=C1)O 4,4'-[1-[4-[1-[4-hydroxyphenyl]-1-methylethyl]Phenyl]ethylene]bisphenol